di(tert-butyl)-4,4'-dihydroxy-1,1'-biphenyl C(C)(C)(C)C=1C(=C(C=CC1O)C1=CC=C(C=C1)O)C(C)(C)C